N-(4-(4-fluoro-2,6-dimethylphenoxy)-3-(2-(4-(2-hydroxyethoxy)-3,5-dimethylphenyl)-5-Methyl-4-oxo-4,5-dihydrofuro[3,2-c]pyridin-7-yl)phenyl)ethylsulfonamide FC1=CC(=C(OC2=C(C=C(C=C2)CCNS(=O)=O)C=2C3=C(C(N(C2)C)=O)C=C(O3)C3=CC(=C(C(=C3)C)OCCO)C)C(=C1)C)C